C(C1=CC=CC=C1)N(C1=NC(=CC(=C1)NC(CC1=CC=C(C=C1)C)=O)C1=C(C=CC=C1)S(N)(=O)=O)CCC N-(2-(benzyl-(propyl)amino)-6-(2-sulfamoylphenyl)pyridin-4-yl)-2-(p-tolyl)acetamide